1-(4-methoxyphenyl)-1,2-dihydro-(4H)-3,1-benzoxazine COC1=CC=C(C=C1)N1COCC2=C1C=CC=C2